methyl 2-[3-(tert-butoxy)-1-cyano-3-oxopropyl]-5-(pyridin-4-yl)pyrazole-3-carboxylate C(C)(C)(C)OC(CC(C#N)N1N=C(C=C1C(=O)OC)C1=CC=NC=C1)=O